ClC1=CC=C(C=C1)S(=O)(=O)\N=C(/NCCS(NC)(=O)=O)\N1N=C([C@@H](C1)C1=CC=CC=C1)C1=CC=C(C=C1)F (R,E)-N'-((4-chlorophenyl)sulfonyl)-3-(4-fluorophenyl)-N-(2-(N-methylsulfamoyl)ethyl)-4-phenyl-4,5-dihydro-1H-pyrazole-1-carboximidamide